6-bromo-3-iodo-1-p-toluenesulfonyl-1H-indole BrC1=CC=C2C(=CN(C2=C1)S(=O)(=O)C1=CC=C(C)C=C1)I